CC1=C(C(=O)NC2=CC=C(C3=CC=CC=C23)P(OCC)(O)=O)C=CC=C1 Ethyl hydrogen (4-(2-methylbenzamido)naphthalen-1-yl)phosphonate